3-chloro-4-nitro-N-(2-oxo-1,2-dihydropyridin-3-yl)benzamide ClC=1C=C(C(=O)NC=2C(NC=CC2)=O)C=CC1[N+](=O)[O-]